C(C)N1N=C(C(=C1)B1OC(C(O1)(C)C)(C)C)C1=CC=C(C=C1)F 1-ethyl-3-(4-fluorophenyl)-4-(4,4,5,5-tetramethyl-1,3,2-dioxaborolan-2-yl)-1H-pyrazole